FC(S(=O)(=O)OC1=C2C=NN(C2=CC(=C1C1CC1)Cl)C1OCCCC1)(F)F 6-chloro-5-cyclopropyl-1-(tetrahydro-2H-pyran-2-yl)-1H-indazol-4-yl trifluoromethanesulfonate